COCCOCCNC(CC)=O N-(2-(2-methoxyethoxy)ethyl)propanamide